FC=1C(=NC=C(C1)C1CCN(CC1)CC(C)C)C1=NNC(=C1C(C)C)C=1C=C(C=2N(C1)N=CN2)OC 6-(3-(3-fluoro-5-(1-isobutylpiperidin-4-yl)pyridin-2-yl)-4-isopropyl-1H-pyrazol-5-yl)-8-methoxy-[1,2,4]triazolo[1,5-a]pyridine